tert-Butyl 4-(1-(2-(difluoromethyl)-6-(6',7'-dihydrospiro[piperidine-4,4'-pyrano[4,3-d]thiazol]-1-yl)-3-methylpyridin-4-yl)azetidin-3-yl)piperazine-1-carboxylate FC(C1=NC(=CC(=C1C)N1CC(C1)N1CCN(CC1)C(=O)OC(C)(C)C)N1CCC2(OCCC=3N=CSC32)CC1)F